4,4-difluoro-3-(6-methoxypyridin-3-yl)-3-methylpiperidine-1-carboxylic acid tert-butyl ester C(C)(C)(C)OC(=O)N1CC(C(CC1)(F)F)(C)C=1C=NC(=CC1)OC